(E)-N-(2-(4-(4-(2-amino-4-(difluoromethyl)pyrimidin-5-yl)-6-morpholino-1,3,5-triazin-2-yl)piperazin-1-yl)-2-oxoethyl)-1-(but-2-enoyl)piperidine-4-carboxamide NC1=NC=C(C(=N1)C(F)F)C1=NC(=NC(=N1)N1CCOCC1)N1CCN(CC1)C(CNC(=O)C1CCN(CC1)C(\C=C\C)=O)=O